4-amino-3-hydroxy-N,N-dimethyl-5-nitrobenzamide NC1=C(C=C(C(=O)N(C)C)C=C1[N+](=O)[O-])O